FC1=CC(=CC2=CN(N=C12)C)NC(=O)C=1C=CC(=C2C=NC(=NC12)OCC=1N(N=CC1)C)N1C[C@H](N([C@H](C1)C)C(=O)OC(C)(C)C)C tert-butyl (2R,6S)-4-[8-[(7-fluoro-2-methyl-indazol-5-yl)carbamoyl]-2-[(2-methylpyrazol-3-yl)methoxy]quinazolin-5-yl]-2,6-dimethyl-piperazine-1-carboxylate